((R)-1-((S)-6-(2-cyano-4-methylpent-2-enoylamino)-2-(2,5-dichlorobenzoylamino)hexanamido)-2-phenylethyl)boronic acid C(#N)C(C(=O)NCCCC[C@@H](C(=O)N[C@@H](CC1=CC=CC=C1)B(O)O)NC(C1=C(C=CC(=C1)Cl)Cl)=O)=CC(C)C